ClC=1C(=C(CN2CC3CCC(C2)C3O)C=C(C1)[N+](=O)[O-])O 3-(3-Chloro-2-hydroxy-5-nitrobenzyl)-3-azabicyclo[3.2.1]octane-8-ol